(1r,4r)-4-(4-{(E)-[(2,4-dioxothiazolidin-5-yl)methyl]phenoxy}cyclohexyl)-3-[3-fluoro-4-(trifluoromethoxy)phenyl]urea O=C1SC(C(N1)=O)CC1=C(OC2CCC(CC2)[C@@]2(C(C=C(C=C2)NC(N)=O)F)OC(F)(F)F)C=CC=C1